tert-butyl 2-(2-cyclopropyl-7-isopropyl-4-oxo-pyrazolo[3,4-d]pyridazin-5-yl)prop-2-enoate C1(CC1)N1N=C2C(=NN(C(C2=C1)=O)C(C(=O)OC(C)(C)C)=C)C(C)C